ClC=1C=C(C=C(C1)Cl)C1=NC(=CC(=C1)CN1CCC(CC1)CC(=O)N)OC=1C=NC(=NC1)N1CCN(CC1)C 2-(1-((2-(3,5-dichlorophenyl)-6-((2-(4-methylpiperazin-1-yl)pyrimidin-5-yl)oxy)pyridin-4-yl)methyl)piperidin-4-yl)acetamide